FC(C=1C=C(C=C(C1)C(F)(F)F)C(C(C)N(CC(C)C)CC1=C(C=CC(=C1)C(F)(F)F)C1=CC(=C(C=C1OC)C)OCCCC(=O)O)O)(F)F 4-((2'-(((1-(3,5-bis(trifluoromethyl)phenyl)-1-hydroxypropan-2-yl)(isobutyl)amino)methyl)-6-Methoxy-4-methyl-4'-(trifluoromethyl)-[1,1'-biphenyl]-3-yl)oxy)butanoic acid